4-(1-azido-2-(tert-butyldimethylsilyloxy)ethyl)pyridine N(=[N+]=[N-])C(CO[Si](C)(C)C(C)(C)C)C1=CC=NC=C1